4-(1-Isopropyl-pyrrolidin-3-yl)-N-[6-methyl-5-(4-pyridin-3-yl-pyrimidin-2-ylamino)-pyridin-3-yl]-benzamide C(C)(C)N1CC(CC1)C1=CC=C(C(=O)NC=2C=NC(=C(C2)NC2=NC=CC(=N2)C=2C=NC=CC2)C)C=C1